C(C1=CC=CC=C1)C=1C=NN(C1)C(=O)N[C@@H]1C(NC2=C(OC1)C=CC=C2)=O (S)-4-benzyl-N-(4-oxo-2,3,4,5-tetrahydrobenzo[b][1,4]oxazepin-3-yl)-1H-pyrazole-1-carboxamide